sodium bis(1-methylpentyl) sulfosuccinate S(=O)(=O)(O)C(C(=O)OC(CCCC)C)CC(=O)OC(CCCC)C.[Na]